OC[C@H]1C[C@@H](O[C@@H]1CO)N1C(=O)NC(=O)C(C)=C1 deoxy-3'-C-(hydroxymethyl)thymidine